4-tolyl (phenacyl) sulfone C(C(=O)C1=CC=CC=C1)S(=O)(=O)C1=CC=C(C=C1)C